NN1C(=NC=C1C(=O)OC)C(C)C methyl 3-amino-2-isopropylimidazole-4-carboxylate